[Sn].ClN1C(CCC1=O)=O N-chlorosuccinimide tin